CC(C(=O)O)(C)OC1=CC(=CC=C1)B1OC(C(O1)(C)C)(C)C 2-methyl-2-[3-(4,4,5,5-tetramethyl-1,3,2-dioxaborolan-2-yl)phenoxy]propanoic acid